C(#N)C1=C(SC2=C1C(=NC=C2F)C=2C1=C(C=3C=NC(=NC3C2F)N2[C@@H]([C@@H](CC2)N2CCN(CC2)C)C)COC1)NC(OC(C)(C)C)=O tert-Butyl (3-cyano-7-fluoro-4-(5-fluoro-3-((2R,3R)-2-methyl-3-(4-methylpiperazin-1-yl)pyrrolidin-1-yl)-7,9-dihydrofuro[3,4-f]quinazolin-6-yl)thieno[3,2-c]pyridin-2-yl)carbamate